CN1CCN(CC1)[C@@H](C(=O)N)C (R)-2-(4-methylpiperazin-1-yl)propanamide